1-(1-(2-((2-(2-fluoro-6-methoxyphenyl)pyrimidin-4-yl)amino)-5-(1-(tetrahydro-2H-pyran-4-yl)-1H-pyrazol-4-yl)pyridin-4-yl)piperidin-4-yl)ethan-1-ol FC1=C(C(=CC=C1)OC)C1=NC=CC(=N1)NC1=NC=C(C(=C1)N1CCC(CC1)C(C)O)C=1C=NN(C1)C1CCOCC1